N-[4-(3-chloro-2-fluoro-anilino)-7-[2-[(1S,SR)-3-methyl-3-azabicyclo[3.1.0]hexan-1-yl]ethynyl]quinazolin-6-yl]prop-2-enamide ClC=1C(=C(NC2=NC=NC3=CC(=C(C=C23)NC(C=C)=O)C#C[C@]23CN(C[C@H]3C2)C)C=CC1)F |&1:26|